[Sb].[Ag].C(#N)CC(=O)NCC1=CC=C(C=C1)O 2-cyano-N-(4-hydroxybenzyl)acetamide Silver-antimony